CN(C(N[C@@H](CC/C=C/C(=O)N(C)C)C(=O)NC=1C(N(C=CC1)CC1=CC2=NC=C(C(=C2N1)CC(C)C)F)=O)=O)C (S,E)-6-(3,3-Dimethylureido)-N7-(1-((6-fluoro-7-isobutyl-1H-pyrrolo[3,2-b]pyridin-2-yl)methyl)-2-oxo-1,2-dihydropyridin-3-yl)-N1,N1-dimethylhept-2-endiamid